FC1=C(C=CC(=C1)F)C1=NC(=CC2=C1N=C(N(C2=O)C)C)N2C[C@@H](OCC2)C2=CC(=NC=C2)C (S)-8-(2,4-difluorophenyl)-2,3-dimethyl-6-(2-(2-methylpyridin-4-yl)morpholino)pyrido[3,4-d]pyrimidin-4(3H)-one